1-(1-(3-Chloro-5-(trifluoromethyl)pyridin-2-yl)piperidin-4-yl)-3-(pyridin-3-yl)urea ClC=1C(=NC=C(C1)C(F)(F)F)N1CCC(CC1)NC(=O)NC=1C=NC=CC1